3-(1-ethyl-1H-imidazol-4-yl)-N-methyl-4-((3-(trifluoromethyl)phenyl)amino)benzenesulfonamide C(C)N1C=NC(=C1)C=1C=C(C=CC1NC1=CC(=CC=C1)C(F)(F)F)S(=O)(=O)NC